FC(O[C@H]1C[C@@H](CC1)N1N=C(C2=C1CC([C@H]2O)(F)F)C(F)(F)F)F (4S)-1-[(1R,3R)-3-(difluoromethoxy)cyclopentyl]-5,5-difluoro-3-(trifluoromethyl)-1H,4H,5H,6H-cyclopenta[c]pyrazol-4-ol